7-bromo-5-chloro-1H-pyrazolo[4,3-b]pyridin-3-amine BrC1=C2C(=NC(=C1)Cl)C(=NN2)N